NC1=CC=C(C=C1)S para-Aminothiophenol